3-(4-bromophenyl)-piperidine BrC1=CC=C(C=C1)C1CNCCC1